FC=1C=C(C(=O)OC)C=CC1/C=N/NC(C1=CC(=NC=C1)F)=O methyl (E)-3-fluoro-4-((2-(2-fluoroisonicotinoyl)hydrazineylidene)methyl)benzoate